2-((3r,4r)-3-amino-4-fluoro-1-piperidinyl)-1-((5-cyano-2-pyrazinyl)methyl)-1H-benzoimidazole-6-carbonitrile N[C@@H]1CN(CC[C@H]1F)C1=NC2=C(N1CC1=NC=C(N=C1)C#N)C=C(C=C2)C#N